CCN(CC)CCOC1=C(C(=CC=C1)OCCN(CC)CC)OCCN(CC)CC The molecule is a tertiary amine non-depolarising muscle relaxant whose structure comprises a core benzene molecule substituted at each of C-1, C-2 and C-3 by an N,N-diethyl-2-(ethylamino)ethoxy group. It has a role as a muscle relaxant, a cholinergic antagonist and a drug allergen.